cinnamyl-(methyl-d3)selenane C(C=CC1=CC=CC=C1)C1([Se]CCCC1)C([2H])([2H])[2H]